C(C)(=O)N(CC(=O)N(CC=1SC=CC1)CC=1SC=CC1)CCS(N(CC1=CC=C(C=C1)OC)CC1=CC=C(C=C1)OC)(=O)=O 2-(acetyl-{2-[bis(4-methoxybenzyl)sulfamoyl]ethyl}amino)-N,N-bis(2-thienylmethyl)acetamide